N-(2-chloro-4-(trifluoromethyl)phenyl)-2-(2-(2,3-dihydrobenzofuran-5-yl)-5-methyl-7-oxo-6-(piperazine-1-yl)-[1,2,4]triazolo[1,5-a]pyrimidin-4(7H)-yl)acetamide ClC1=C(C=CC(=C1)C(F)(F)F)NC(CN1C=2N(C(C(=C1C)N1CCNCC1)=O)N=C(N2)C=2C=CC1=C(CCO1)C2)=O